(S)-3-benzylisoxazolidine C(C1=CC=CC=C1)[C@@H]1NOCC1